1,4,4a,9a-tetrahydroanthraquinone C1C=CCC2C(C3=CC=CC=C3C(C12)=O)=O